C1(CCC1)C=1C2=C(N=C(N1)N1C[C@@H](O[C@@H](C1)C)C=1C=NN(C1)C1CC1)N=C(C(=C2)C#N)C 4-cyclobutyl-2-((2S,6R)-2-(1-cyclopropyl-1H-pyrazol-4-yl)-6-methylmorpholino)-7-methylpyrido[2,3-d]pyrimidine-6-carbonitrile